FC1(CN(CC1)C=1C=C(C#N)C=C(C1)[N+](=O)[O-])F 3-(3,3-difluoropyrrolidin-1-yl)-5-nitrobenzonitrile